6-tert-butyl-2-ethyl-5-methoxyindan-1-one C(C)(C)(C)C1=C(C=C2CC(C(C2=C1)=O)CC)OC